N-ethyl-7'-oxo-7',8'-dihydro-6'H-spiro[cyclohexane-1,9'-furo[2,3-f]quinazoline]-2'-carboxamide C(C)NC(=O)C1=CC=2C(=C3C4(NC(NC3=CC2)=O)CCCCC4)O1